FC=1C=C2C(=CC=NC2=CC1)C1(CCCCC1)C=O (6-fluoroquinolin-4-yl)cyclohexane-1-carbaldehyde